4-(1-cyanocyclobutyl)-N-(4-methyl-3-(7-(methylamino)-1,6-naphthyridin-3-yl)phenyl)picolinamide C(#N)C1(CCC1)C1=CC(=NC=C1)C(=O)NC1=CC(=C(C=C1)C)C=1C=NC2=CC(=NC=C2C1)NC